C(#N)C1=C(C=CC(=C1)C(F)(F)F)S(=O)(=O)N1C[C@@H]([C@@](C1)(CNC(C)C)O)OC1=CC(=C(C#N)C=C1)F 4-(((3S,4S)-1-((2-cyano-4-(trifluoromethyl)phenyl)sulfonyl)-4-hydroxy-4-((isopropylamino)methyl)pyrrolidin-3-yl)oxy)-2-fluorobenzonitrile